O[C@H]1C[C@@H](C[C@@H]1NS(=O)(=O)C1=C(C=CC=C1)[N+](=O)[O-])NC(OCC1=CC=CC=C1)=O benzyl {(1R,3S,4S)-3-hydroxy-4-[(2-nitrobenzene-1-sulfonyl)amino]cyclopentyl}carbamate